O=C1NC=CC(=N1)NCCCN(CCCCCCCC(=O)OC(CCCCCCCC)CCCCCCCC)CCCCCCCC(OC(CC)CCCCCCCC)=O Heptadecan-9-yl 8-((3-((2-oxo-1,2-dihydropyrimidin-4-yl)amino)propyl)(8-oxo-8-(undecan-3-yloxy)octyl)amino)octanoate